monomenthyl pentenoate C(C=CCC)(=O)OC1CC(CCC1C(C)C)C